4-chloro-5-((cyclopropylmethyl)amino)-6-(1-ethoxyvinyl)-2-(2-methyl-2H-indazol-5-yl)pyridazin-3(2H)-one ClC=1C(N(N=C(C1NCC1CC1)C(=C)OCC)C1=CC2=CN(N=C2C=C1)C)=O